8-((1-(2-(Trifluoromethyl)pyridin-3-yl)-1H-pyrrolo[2,3-b]pyridin-5-yl)methyl)-2-oxa-8-azaspiro[4.5]decane FC(C1=NC=CC=C1N1C=CC=2C1=NC=C(C2)CN2CCC1(CCOC1)CC2)(F)F